2-fluoro-6-hydroxy-4-(6-(6-((6-methoxypyridin-3-yl)methyl)-3,6-diazabicyclo[3.1.1]heptan-3-yl)pyridin-3-yl)pyrazolo[1,5-a]pyridin-3-carboxaldehyde oxime FC1=NN2C(C(=CC(=C2)O)C=2C=NC(=CC2)N2CC3N(C(C2)C3)CC=3C=NC(=CC3)OC)=C1C=NO